ClC=1N(N=C2C=CC(=C(C12)F)B1OC(C(O1)(C)C)(C)C)C 3-Chloro-4-fluoro-2-methyl-5-(4,4,5,5-tetramethyl-1,3,2-dioxaborolan-2-yl)-2H-indazole